C(=O)(OC(C)(C)C)NOCC(=O)O N-Boc-(carboxymethoxy)amine